3-(8-cyanoquinolin-5-yl)-N-trans-(4-(4-(cyclopropylmethyl)piperazin-1-yl)cyclohexyl)-5-(trifluoromethyl)-3-azabicyclo[3.1.0]hexane-1-carboxamide C(#N)C=1C=CC(=C2C=CC=NC12)N1C(C2(CC2(C1)C(F)(F)F)C(=O)N)C1CCC(CC1)N1CCN(CC1)CC1CC1